3-(5-((1-(1H-indole-3-carbonyl)piperidin-4-ylidene)methyl)-1-oxoisoindolin-2-yl)piperidine-2,6-dione N1C=C(C2=CC=CC=C12)C(=O)N1CCC(CC1)=CC=1C=C2CN(C(C2=CC1)=O)C1C(NC(CC1)=O)=O